C(C)(C)(C)N\C=C/1\C(OC2=CC=C(C=C2C1=O)F)C1=CNC2=CC=CC=C12 (Z)-3-((tert-butylamino)methylene)-6-fluoro-2-(1H-indol-3-yl)chroman-4-one